NC=1N=NC(=CC1N1N=CC(=C1)N1C(CN(CC1)C1CCC(CC1)C1=CC=CC=2N(CCOC21)[C@H]2C(NC(CC2)=O)=O)=O)C2=C(C=CC=C2)O (3R)-3-[8-[4-[4-[1-[3-amino-6-(2-hydroxyphenyl)pyridazin-4-yl]pyrazol-4-yl]-3-oxo-piperazin-1-yl]cyclohexyl]-2,3-dihydro-1,4-benzoxazin-4-yl]piperidine-2,6-dione